N[C@@H]1[C@@H](N(C1)C(=O)C=1SC(=C(N1)C)OC1=C(C=C(C=C1)N1N=CN(C1=O)CC1=C(C=CC=C1)F)F)C 2-(4-((2-((2S,3S)-3-amino-2-methylazetidine-1-carbonyl)-4-methylthiazol-5-yl)oxy)-3-fluorophenyl)-4-(2-fluorobenzyl)-2,4-dihydro-3H-1,2,4-triazol-3-one